OC=1C=C(C=C2C=CC=NC12)C=O (8-hydroxyquinolin-6-yl)methanone